acrylic acid 2-Hydroxypropyl-methacrylate benzyl-[(1R,3R,4S)-3-hydroxy-4-{methyl[2-(methylamino)-6-(2,2,2-trifluoroethyl)thieno[2,3-d]pyrimidin-4-yl]amino}cyclopentyl]carbamate C(C1=CC=CC=C1)N(C(O)=O)[C@H]1C[C@H]([C@H](C1)N(C=1C2=C(N=C(N1)NC)SC(=C2)CC(F)(F)F)C)O.OC(COC(C(=C)C)=O)C.C(C=C)(=O)O